CC1=CC=C(C=C1)OCC2CO2 Cresyl glycidyl ether